3-(N-(2-((4-((4-(3,5-Dichlorophenyl)piperazin-1-yl)sulfonyl)phenyl)carbamoyl)phenyl)-N-methylsulfamoyl)propanoic acid ClC=1C=C(C=C(C1)Cl)N1CCN(CC1)S(=O)(=O)C1=CC=C(C=C1)NC(=O)C1=C(C=CC=C1)N(S(=O)(=O)CCC(=O)O)C